FC1=C(C(=CC=C1)F)C1=CC(=CC2=C1C(=NO2)N2C(N1[C@H](C2)C([C@@H](C1)NS(=O)(=O)CC)(F)F)=O)OCC N-{(6R,7aR)-2-[4-(2,6-difluorophenyl)-6-ethoxy-1,2-benzoxazol-3-yl]-7,7-difluoro-3-oxohexahydro-1H-pyrrolo[1,2-c]imidazol-6-yl}ethanesulfonamide